ethyl 5-amino-4,7-difluoro-6-[(2-hydroxy-2-methyl-propanoyl)amino]indane-2-carboxylate NC=1C(=C2CC(CC2=C(C1NC(C(C)(C)O)=O)F)C(=O)OCC)F